C(C)(=O)N1[C@H](CCC2=CC(=CC=C12)C1=CC=C(C(=O)O)C=C1)C (S)-4-(1-acetyl-2-methyl-1,2,3,4-tetrahydro-quinolin-6-yl)benzoic acid